C(C)(C)(C)OC(=O)N1CC(N(CC1)CC#C)=O 3-oxo-4-prop-2-ynyl-piperazine-1-carboxylic acid tert-butyl ester